FC1=NC(=CC=C1C1=C(C=NN1C1CCOCC1)C(=O)N[C@@H]1C(NC2=C(C(=N1)C1=CC=CC=C1)C=CC=C2)=O)NC(C)C 5-[2-fluoro-6-(prop-2-ylamino)pyridin-3-yl]-1-(oxacyclohex-4-yl)-N-[(3S)-2-oxo-5-phenyl-1,3-dihydro-1,4-benzodiazepine-3-yl]Pyrazole-4-carboxamide